4-(difluoromethyl)-5-fluoropyrimidin FC(C1=NC=NC=C1F)F